ClC1=C(C=CC=C1Br)C(C)(C)C 2-chloro-3-bromo-tert-butylbenzene